ClC1=C(C=CC=C1C1=C(C(=NC=C1)C=1C=C2CCN(CC2=C(C1)Cl)CCCF)Cl)C1=CC=C(C(=N1)OC)CNC[C@@H]1CCC(N1)=O (5S)-5-[[[6-[2-chloro-3-[3-chloro-2-[8-chloro-2-(3-fluoropropyl)-3,4-dihydro-1H-isoquinolin-6-yl]-4-pyridyl]phenyl]-2-methoxy-3-pyridyl]methylamino]methyl]pyrrolidin-2-one